CC1=CC=C(O1)C(C)=O 5-methyl-2-Acetylfuran